FC1(OC(OC1)=O)F 4,4-difluoro-1,3-di-oxolan-2-one